C(C)[NH+](C)CCC1=CNC2=CC=CC(=C12)OOCCO (R)-ethyl(2-{4-[(2-hydroxyethyl)peroxy]-1H-indol-3-yl}ethyl)-methylazanium